N-((1R)-((1R,3S,5S)-bicyclo[3.1.0]hexan-3-yl)(6-(((5R)-2-oxo-5-(trifluoromethyl)piperidin-3-yl)methyl)imidazo[1,2-b]pyridazin-2-yl)methyl)-1-ethyl-1H-pyrazole-5-carboxamide [C@H]12CC(C[C@@H]2C1)[C@@H](NC(=O)C1=CC=NN1CC)C=1N=C2N(N=C(C=C2)CC2C(NC[C@@H](C2)C(F)(F)F)=O)C1